O=C1C2(CCN(C2)C2=NC3=C(N2)C(=CC=C3)C(=O)OC)CCC(N1)=O methyl 2-(6,8-dioxo-2,7-diazaspiro[4.5]decan-2-yl)-1H-benzo[d]imidazole-7-carboxylate